(R)-2-(5-(1-phenyl-1,2,3,4-tetrahydrobenzo[4,5]imidazo[1,2-a]pyridin-8-yl)pyrimidin-2-yl)propan-2-ol C1(=CC=CC=C1)[C@H]1CCCC=2N1C1=C(N2)C=CC(=C1)C=1C=NC(=NC1)C(C)(C)O